(4-methoxy-1H-indole-2-carbonyl)-L-leucine COC1=C2C=C(NC2=CC=C1)C(=O)N[C@@H](CC(C)C)C(=O)O